ethylene glycol bis(3-ethyl-3-oxetylmethyl) ether C(C)C1(COC1)COCCOCC1(COC1)CC